Cl.BrN1C(OC2(C3=C1N=CC=C3)CCNCC2)=O bromospiro[piperidine-4,4'-pyrido[2,3-d][1,3]oxazine]-2'(1'H)-one hydrochloride